(3R,5S)-Benzyl 3,5-dimethyl-4-oxopiperidine-1-carboxylate C[C@@H]1CN(C[C@@H](C1=O)C)C(=O)OCC1=CC=CC=C1